COC1=C(C(=C(C=C1)C1=CC(=CC=C1)N)OC)N dimethoxy-3,3'-diaminobiphenyl